N-[1-Hydroxymethyl-2-methylpropyl]-4-(4-bromobenzyl)-pyrrolo[1,2-b]pyridazin-2-carboxamid OCC(C(C)C)NC(=O)C=1C=C(C=2N(N1)C=CC2)CC2=CC=C(C=C2)Br